N1[C@@H](CNCC1)CC#N (R)-2-(piperazin-2-yl)acetonitrile